2-(4-methoxy-7-methyl-1H-indol-3-yl)ethan-1-amine COC1=C2C(=CNC2=C(C=C1)C)CCN